4-(tert-butyl)pyrimidin C(C)(C)(C)C1=NC=NC=C1